C(C1=CC=CC=C1)OCC(=O)NN 2-(Benzyloxy)acetohydrazide